OC=1C=C(C=CC1)N(N=C(C1=NC(=NC=C1C1=C(C=CC=C1)Cl)NC1=CC=C(C=C1)C#N)C1=NC(=NC=C1C1=C(C=CC=C1)Cl)NC1=CC=C(C=C1)C#N)C(=O)N 2-chlorophenyl-2-(4-cyanophenylamino)-pyrimidin-4-ylketone-N-(3-hydroxyphenyl) semicarbazone